FC1=C(C=CC(=C1)C=O)N(CCN(C(OC(C)(C)C)=O)C)C tert-Butyl (2-((2-fluoro-4-formylphenyl)(methyl)amino)ethyl)(methyl)carbamate